(2S)-2-([(4-ACETYLPHENYL)SULFONYL]AMINO)PROPANOIC ACID C(C)(=O)C1=CC=C(C=C1)S(=O)(=O)N[C@H](C(=O)O)C